4-CHLOROBENZYL PROPARGYL ETHER C(C#C)OCC1=CC=C(C=C1)Cl